C1(CCC1)OC=1C(=CC2=CN(N=C2C1)[C@@]12CO[C@@](CC1)(C2)C)C(=O)OC methyl 6-(cyclobutoxy)-2-[(1S,4S)-1-methyl-2-oxabicyclo[2.2.1]heptan-4-yl]indazole-5-carboxylate